3-chloro-6-((4-chloro-1-(4-(difluoromethyl)phenyl)-1H-pyrazol-5-yl)methoxy)pyridazine ClC=1N=NC(=CC1)OCC1=C(C=NN1C1=CC=C(C=C1)C(F)F)Cl